C(C)OC(=O)N1CCC(C1)COS(=O)(=O)C 4-(((methylsulfonyl)oxy)methyl)pyrrolidine-1-carboxylic acid ethyl ester